FC1(CC2(CC(C2)NC2=NN3C(C(=N2)OC)=C(C=C3)C=3C=NC=2N(C3)C=CN2)C1)F N-(6,6-difluorospiro[3.3]heptan-2-yl)-5-(imidazo[1,2-a]pyrimidin-6-yl)-4-methoxypyrrolo[2,1-f][1,2,4]triazin-2-amine